C(CCCCC)OC(C(C(=C)C1=CC(=CC=C1)OC)(F)F)=O 2,2-difluoro-3-(3-methoxyphenyl)-3-butenoic acid n-hexyl ester